(1R,2S,5S)-3-(4,7-difluoro-1H-indole-2-carbonyl)-6,6-dimethyl-3-azabicyclo[3.1.0]hexane-2-carboxylate FC1=C2C=C(NC2=C(C=C1)F)C(=O)N1[C@@H]([C@H]2C([C@H]2C1)(C)C)C(=O)[O-]